ClC=1C=C(C=CC1OCC1=CC(=CC=C1)F)NC1=NC=NC2=CC(=C(C=C12)NC(C=C)=O)C#CC1[C@@H]2CN(C[C@H]12)C N-(4-((3-chloro-4-((3-fluorobenzyl)oxy)-phenyl)amino)-7-(((1R,5S,6s)-3-methyl-3-azabicyclo[3.1.0]hexan-6-yl)ethynyl)quinazolin-6-yl)acrylamide